octyl-methyl-diisopropyl-oxysilane C(CCCCCCC)[Si](OC(C)C)(OC(C)C)C